O=C1N(C=CC=2C=CC=NC12)C=1N=C(OC1C1=CC=C(C=C1)C(F)(F)F)C(=O)OCC Ethyl 4-(8-oxo-7,8-dihydro-1,7-naphthyridin-7-yl)-5-[4-(trifluoromethyl)phenyl]-1,3-oxazole-2-carboxylate